C(C)OC(=O)C1=C(SC(=C1C(=O)OCC)N)N 2,5-Diamino-thiophene-3,4-dicarboxylic Acid Diethyl Ester